2-(4-(2-(dimethylamino)ethyl)piperazin-1-yl)-6-(3,5-dimethylisoxazol-4-yl)-N-(3-methoxybenzyl)quinazolin-4-amine CN(CCN1CCN(CC1)C1=NC2=CC=C(C=C2C(=N1)NCC1=CC(=CC=C1)OC)C=1C(=NOC1C)C)C